C1(CC1)C1=NNC(=C1)NC1=CC2=C(C(=NO2)N(S(=O)(=O)C2=C(C=C(C=C2OC)C2CN(CCC2(F)F)C)OC)CC2=CC=C(C=C2)OC)C=C1OC N-{6-[(3-cyclopropyl-1H-pyrazol-5-yl)amino]-5-methoxy-1,2-benzoxazol-3-yl}-4-(4,4-difluoro-1-methylpiperidin-3-yl)-2,6-dimethoxy-N-[(4-methoxyphenyl)methyl]benzene-1-sulfonamide